C(C)C1=NN2C(C=C(C(=C2[2H])F)N2CC3(C2)CN(C3)C(=O)N3CC(C3)O)=C1N(C=1SC(=C(N1)C1=CC=C(C=C1)F)C#N)C 2-((2-ethyl-6-fluoro-5-(6-(3-hydroxyazetidine-1-carbonyl)-2,6-diazaspiro[3.3]heptan-2-yl)pyrazolo[1,5-a]pyridin-3-yl-7-d)(methyl)amino)-4-(4-fluorophenyl)thiazole-5-carbonitrile